2-(8-formyl-7-hydroxy-6-methoxy-2-methyl-4-oxo-4H-chromen-3-yl)-N-(2-morpholinoethyl)acetamide C(=O)C=1C(=C(C=C2C(C(=C(OC12)C)CC(=O)NCCN1CCOCC1)=O)OC)O